C1(CC1)C=1NC=CCC1C(=O)[O-] 2-cyclopropyl-1,4-dihydropyridine-3-carboxylate